C(C)(C)(C)C1=CC=C(C=C1)NC1=CC=C(C=C1)C(C)(C)CC(C)(C)C N-(p-tert-butylphenyl)-N-(p-tert-octylphenyl)amine